N1=C(C=CC=C1)OC1=CC=C(C=C1)C=1C(=C2N(C=CN=C2)C1)C(=O)N 7-(4-(pyridin-2-yloxy)phenyl)pyrrolo[1,2-a]pyrazine-8-carboxamide